8-bromo-1-(3-fluoro-4-methylbenzyl)-2-oxo-N-(2-oxopropyl)-2,3-dihydro-1H-benzo[b]azepine-4-carboxamide BrC=1C=CC2=C(N(C(CC(=C2)C(=O)NCC(C)=O)=O)CC2=CC(=C(C=C2)C)F)C1